(S)-3-(N-(2-(3-hydroxypiperidin-1-yl)-5-(methylsulfonyl)phenyl)sulfamoyl)-4-methoxybenzoic acid O[C@@H]1CN(CCC1)C1=C(C=C(C=C1)S(=O)(=O)C)NS(=O)(=O)C=1C=C(C(=O)O)C=CC1OC